C(C)N1C2=C(C=CC1=O)NC=C2C2=CC(=NC(=C2)OC2CCC(CC2)C(F)(F)F)C rel-4-ethyl-3-(2-methyl-6-{[(1r,4r)-4-(trifluoromethyl)cyclohexyl]oxy}-pyridin-4-yl)-1H,4H,5H-pyrrolo[3,2-b]pyridin-5-one